C1=NSC=CN2C1=CC=C2 pyrrolo[2,1-d][1,2,5]thiadiazepin